ClC1=CC=C(C(=N1)C)SC=1C=CC=2C(=NC=C(N2)N2CCC(CC2)(N)C)N1 1-(6-((6-chloro-2-methylpyridin-3-yl)thio)pyrido[2,3-b]pyrazin-2-yl)-4-methylpiperidin-4-amine